N-[2-(4-Formylcyclohexyl)-5-(1-hydroxy-1-methyl-ethyl)-1,3-benzothiazol-6-yl]Pyridine-2-carboxamide C(=O)C1CCC(CC1)C=1SC2=C(N1)C=C(C(=C2)NC(=O)C2=NC=CC=C2)C(C)(C)O